C(C1=CC=CC=C1)OC(=O)N[C@@H](CCC(NC1O[C@@H]([C@H]([C@H]1O)O)C(NC1O[C@@H]([C@H]([C@H]1O)O)CO)=O)=O)C(=O)O N2-((benzyloxy)carbonyl)-N5-((3R,4S,5S)-5-(((3R,4S,5R)-3,4-dihydroxy-5-(hydroxymethyl)tetrahydrofuran-2-yl)carbamoyl)-3,4-dihydroxytetrahydrofuran-2-yl)-L-glutamine